carbonic acid, thiocyanate C(=O)(SC#N)SC#N